C(CCCCC)P(O)(=O)CCCCCC hexyl-hexyl-phosphinic acid